2-[6-[[4-(trifluoromethylsulfonimidoyl)phenyl]methyl]-2-azaspiro[3.3]heptane-2-carbonyl]-8-oxa-2,5-diazaspiro[3.5]nonan-6-one FC(S(=O)(=N)C1=CC=C(C=C1)CC1CC2(CN(C2)C(=O)N2CC3(C2)NC(COC3)=O)C1)(F)F